N-[(2,5-dichlorophenyl)methyl]-1-(4-fluorophenyl)-5-oxopyrrolidine-3-carboxamide ClC1=C(C=C(C=C1)Cl)CNC(=O)C1CN(C(C1)=O)C1=CC=C(C=C1)F